C(CCCCCCCCCCCCC)OC1=CC=C(O1)C(=O)O.CC(CCC)C 4-methylpentane 5-(tetradecyloxy)furan-2-carboxylate